hexadecanediol adipate C(CCCCC(=O)O)(=O)O.C(CCCCCCCCCCCCCCC)(O)O